OC1=C(C(=CC(=C1)OC)OC)C(/C=C/C1=CC=C(C(=O)O)C=C1)=O 4-[(E)-3-(2-Hydroxy-4,6-dimethoxyphenyl)-3-oxoprop-1-enyl]benzoic acid